(3aR,5s,6aS)-N-(6-(2,4-dimethyl-2H-indazol-5-yl)pyridazin-3-yl)-2-((tetrahydro-2H-pyran-4-yl)methyl)-octahydrocyclopenta[c]pyrrol-5-amine CN1N=C2C=CC(=C(C2=C1)C)C1=CC=C(N=N1)NC1C[C@@H]2[C@@H](CN(C2)CC2CCOCC2)C1